4-(2,2-difluoro-3-((3-(trifluoromethyl)pyridin-2-yl)oxy)propanamido)-2-methylpiperidine-1-carboxylic acid tert-butyl ester C(C)(C)(C)OC(=O)N1C(CC(CC1)NC(C(COC1=NC=CC=C1C(F)(F)F)(F)F)=O)C